2-methyl-2-(2-phenyloxazol-4-yl)propan-1-amine CC(CN)(C)C=1N=C(OC1)C1=CC=CC=C1